tert-butyl 5-((2-(((tert-butoxycarbonyl)amino)methyl)oxazol-5-yl)sulfonyl)-[1,1'-biphenyl]-3-carboxylate C(C)(C)(C)OC(=O)NCC=1OC(=CN1)S(=O)(=O)C=1C=C(C=C(C1)C1=CC=CC=C1)C(=O)OC(C)(C)C